methyl 2-(6-bromo-1-oxo-4-(2,2,2-trifluoroethoxy)phthalazin-2(1H)-yl)acetate BrC=1C=C2C(=NN(C(C2=CC1)=O)CC(=O)OC)OCC(F)(F)F